NC=1C=C(C=C(C1)C(F)(F)F)[C@@H](C)NC1=NC(=NC2=CC3=C(C=C12)N(CC(O3)C)C3COCC3)C N-((R)-1-(3-amino-5-(trifluoromethyl)phenyl)ethyl)-2,8-dimethyl-6-(tetrahydrofuran-3-yl)-7,8-dihydro-6H-[1,4]Oxazino[3,2-g]Quinazolin-4-amine